CC1=C(C=CC=C1C)C=1C(=CC(=NC1)C(=O)N1[C@@H](C\C(\C1)=N/OC)CO)C(F)(F)F (S,E)-(5-(2,3-dimethylphenyl)-4-(trifluoromethyl)pyridin-2-yl)(2-(hydroxymethyl)-4-(methoxyimino)pyrrolidin-1-yl)methanone